C12CN(CC(CC1)N2)C=2C1=C(N=C(N2)OCC2(CC2)CN2CCOCC2)CN(CC1)C1=CC=CC2=CC=CC(=C12)I 4-((1-(((4-(3,8-diazabicyclo[3.2.1]octan-3-yl)-7-(8-iodonaphthalen-1-yl)-5,6,7,8-tetrahydropyrido[3,4-d]pyrimidin-2-yl)oxy)methyl)cyclopropyl)methyl)morpholine